tert-butyl (S)-(1-(3-methoxyphenyl)hexan-2-yl)carbamate COC=1C=C(C=CC1)C[C@H](CCCC)NC(OC(C)(C)C)=O